FS(C=1C=C(C=C(C1)C(F)(F)F)C1=NN(C=N1)\C=C/C(=O)NNC=1N=NC=CC1)(F)(F)(F)F (Z)-3-(3-(3-(pentafluorosulfanyl)-5-(trifluoromethyl)phenyl)-1H-1,2,4-triazol-1-yl)-N'-(pyridazin-3-yl)propenohydrazide